FC(C=1C=C(C(C(=O)[O-])=CC1)O)(F)F.C(CCC)[N+](CCCC)(CCCC)CCCC Tetrabutylammonium 4-(trifluoromethyl)salicylate